4-((1R,2R)-1-hydroxy-2-((phenylthio)methyl)but-3-en-1-yl)phenyl acetate C(C)(=O)OC1=CC=C(C=C1)[C@@H]([C@@H](C=C)CSC1=CC=CC=C1)O